3-(trans-4-((6-(2,3-dichlorophenyl)-2,6-diazaspiro[3.3]heptan-2-yl)methyl)cyclohexyl)-1,1-dimethylurea ClC1=C(C=CC=C1Cl)N1CC2(CN(C2)C[C@@H]2CC[C@H](CC2)NC(N(C)C)=O)C1